NCCCNC(=O)[C@@H]1CC[C@H](CC1)C(F)(F)C1=CC(=NC(=C1)N1CCN(CC1)S(=O)(=O)C1=CC=C(C=C1)N1C(C[C@H](C1)N)=O)Cl Trans-N-(3-aminopropyl)-4-[[2-chloro-6-[4-[4-[(4R)-4-amino-2-oxo-pyrrolidin-1-yl]phenyl]sulfonylpiperazin-1-yl]-4-pyridyl]-difluoro-methyl]cyclohexanecarboxamide